COCCOCC=1C=C2C=C(NC2=C(C1)NC1CCC(CC1)(O)C)C1=CC=CC=C1 4-((5-((2-methoxyethoxy)methyl)-2-phenyl-1H-indol-7-yl)amino)-1-methylcyclohexan-1-ol